O=C1N(C(C2=CC=CC=C12)=O)C1(CCCC1)C(=O)O.FC1=CC=C(C(=O)N2[C@@H](C=3N(CC2)C(=NC3NS(=O)(=O)C)C3=NC(=NS3)C)C)C=C1 (R)-N-(7-(4-fluorobenzoyl)-8-methyl-3-(3-methyl-1,2,4-thiadiazol-5-yl)-5,6,7,8-tetrahydroimidazo[1,5-a]pyrazin-1-yl)methanesulfonamide 1,3-dioxoisoindolin-2-yl-cyclopentanecarboxylate